N-phenethyl-pyridineamide C(CC1=CC=CC=C1)NC(=O)C1=NC=CC=C1